iron oxide copper-gold [Au+3].[Cu+2].[O-2].[Fe+2]